D-2-ethylhexylperoxydicarbonate C(C)C(COC(=O)OOC(=O)[O-])CCCC